ClC1=C(C(=O)N[C@H](C(=O)O)CNC(=O)N[C@@H]2CCC3=CC=CC=C23)C(=CC=C1NC(CC1=CC(=C(C=C1)C)Cl)=O)Cl (S)-2-(2,6-dichloro-3-(2-(3-chloro-4-methylphenyl)acetamido)benzamido)-3-(3-((R)-2,3-dihydro-1H-inden-1-yl)ureido)propanoic acid